tert-butyl N-[[2-methyl-4-(4,4,5,5-tetramethyl-1,3,2-dioxaborolan-2-yl)phenyl]methyl]carbamate CC1=C(C=CC(=C1)B1OC(C(O1)(C)C)(C)C)CNC(OC(C)(C)C)=O